C1(=CC=C(C=C1)OC1=CC=C(C(=O)NCC(=O)N2C(CCC2)C(=O)O)C=C1)C 1-((4-(p-tolyloxy)benzoyl)glycyl)pyrrolidine-2-carboxylic acid